NC1=NC2=CC(=CC=C2C=C1)OC[C@H]1S[C@H]([C@@H]([C@@H]1O)O)N1C=CC2=C1N=CN=C2OC (2R,3S,4R,5R)-2-(((2-aminoquinolin-7-yl)oxy)methyl)-5-(4-methoxy-7H-pyrrolo[2,3-d]pyrimidin-7-yl)tetrahydrothiophene-3,4-diol